C1(CC1)N1N=C(C2=C(C1=O)C(=C(C(N2C)=O)C)NC2=C(C=C(C=C2)I)F)C=2C=C(C=CC2)N(\C(=N/[H])\NC(OCC)=O)C ethyl N-[(Z)-N-[3-[6-cyclopropyl-4-(2-fluoro-4-iodo-anilino)-1,3-dimethyl-2,5-dioxo-pyrido[2,3-d]pyridazin-8-yl]phenyl]-N-methyl-carbamimidoyl]carbamate